ClC=1C=C(OC(C(=O)OCC)(C)C)C=CC1CN1CCN(CC1)CC1=CC=C(C=C1)C(F)(F)F Ethyl 2-(3-chloro-4-((4-(4-(trifluoromethyl)benzyl)piperazin-1-yl)methyl)phenoxy)-2-methylpropanoate